BrC=1N=C(C=2N(C1)N=CC2C#N)C=2C=NC(=CC2)N2CCN(CC2)CC=2C=NC(=CC2)OC 6-bromo-4-(6-(4-((6-methoxypyridin-3-yl)methyl)piperazin-1-yl)pyridin-3-yl)pyrazolo[1,5-a]pyrazine-3-carbonitrile